O1N=C(C=C1)/C=C/C1=CC=C2C=C(N(C2=C1)C(=O)OC(C)(C)C)CNC(=O)C1(CC1)C (E)-tert-butyl 6-(2-(isoxazol-3-yl)vinyl)-2-((1-methylcyclopropanecarboxamido)methyl)-1H-indole-1-carboxylate